tert-butyl-2-oxo-7-azaspiro[3.5]nonane C(C)(C)(C)C1C(CC12CCNCC2)=O